1-(2-isopropylpyridin-3-yl)-3-methyl-8-(4-(1-methyl-4-(trifluoromethyl)-1H-imidazol-2-yl)benzyl)-6,7,8,9-tetrahydro-5H-imidazo[1,5-a][1,4]diazepine C(C)(C)C1=NC=CC=C1C=1N=C(N2C1CN(CCC2)CC2=CC=C(C=C2)C=2N(C=C(N2)C(F)(F)F)C)C